4-[[2-chloro-6-[4-[4-[(4R)-4-(tert-butoxycarbonylamino)-2-oxo-pyrrolidin-1-yl]phenyl]sulfonylpiperazin-1-yl]-4-pyridinyl]-difluoro-methyl]cyclohexanecarboxylic acid ClC1=NC(=CC(=C1)C(C1CCC(CC1)C(=O)O)(F)F)N1CCN(CC1)S(=O)(=O)C1=CC=C(C=C1)N1C(C[C@H](C1)NC(=O)OC(C)(C)C)=O